CC1=NOC(=N1)C12CCC(CC1)(CC2)CN(C(C(C)C)=O)C=2C=C(C=CC2)/C=C/C(=O)OC methyl (E)-3-(3-(N-((4-(3-methyl-1,2,4-oxadiazol-5-yl) bicyclo[2.2.2]octan-1-yl)methyl)isobutyramido)phenyl)acrylate